FC1=CC2=C(CNC(C(C2)(C(=O)O)C)=O)C=C1F 7,8-difluoro-4-methyl-3-oxo-2,3,4,5-tetrahydro-1H-benzo[c]azepine-4-carboxylic acid